(R)-N-(4-((7-cyano-2-((4,4-difluoro-4,5,6,7-tetrahydropyrazolo[1,5-a]pyridin-2-yl)amino)-1-methyl-1H-imidazo[4,5-b]pyridin-6-yl)oxy)pyridin-2-yl)-3-methoxypyrrolidine-1-carboxamide C(#N)C1=C2C(=NC=C1OC1=CC(=NC=C1)NC(=O)N1C[C@@H](CC1)OC)N=C(N2C)NC2=NN1C(C(CCC1)(F)F)=C2